N-((6-bromopyridin-2-yl)(methyl)-λ4-sulfaneylidene)-2,2,2-trifluoroacetamide BrC1=CC=CC(=N1)S(=NC(C(F)(F)F)=O)C